NC1=NC(=CC(=N1)N1CCC2(C[C@H](NC2)C(=O)O)CC1)O[C@@H](C(F)(F)F)C1=C(C=C(C=C1)Cl)C1=CC(=CC(=C1)C(F)(F)F)Cl (S)-8-(2-amino-6-((R)-1-(3',5-dichloro-5'-(trifluoromethyl)-[1,1'-biphenyl]-2-yl)-2,2,2-trifluoroethoxy)pyrimidin-4-yl)-2,8-diazaspiro[4.5]decane-3-carboxylic acid